methyl methyl(1-(((S)-2-(4-nitrophenyl)-1-(4-(2,2,2-trifluoroethyl)thiazol-2-yl)ethyl)amino)-1-oxo-3-(pyridin-4-yl)propan-2-yl)carbamate CN(C(OC)=O)C(C(=O)N[C@@H](CC1=CC=C(C=C1)[N+](=O)[O-])C=1SC=C(N1)CC(F)(F)F)CC1=CC=NC=C1